C(C)OC(C(CC(=O)OCC)CC1=CC(=CC=C1)OC)=O 3-methoxybenzylsuccinic acid diethyl ester